BrC1=C2C(=CN(C2=CC=C1)COCC[Si](C)(C)C)C#N 4-bromo-1-((2-(trimethylsilyl)ethoxy)methyl)-indole-3-carbonitrile